N-[[5-[5-(difluoromethyl)-1,3,4-oxadiazol-2-yl]thiazol-2-yl]methyl]-N-[5-(difluoromethyl)-3-pyridinyl]ethanesulfonamide FC(C1=NN=C(O1)C1=CN=C(S1)CN(S(=O)(=O)CC)C=1C=NC=C(C1)C(F)F)F